2-(2,6-dioxopiperidin-3-yl)-6-fluoro-3-oxoisoindoline-4-carbonitrile O=C1NC(CCC1N1CC=2C=C(C=C(C2C1=O)C#N)F)=O